CN1C(C(C2=CC(=CC=C12)C(C)=O)(C(=O)[O-])C(=O)[O-])=S 1-methyl-3,3-dicarboxylato-5-acetyl-indoline-2-thione